1-(2-cyclopropyl-4-nitrophenyl)-N,N-dimethylmethylamine C1(CC1)C1=C(C=CC(=C1)[N+](=O)[O-])CN(C)C